(R)-4-(((6-(2-chloro-2'-methyl-3'-((2-methylpyrido[3,2-d]pyrimidin-4-yl)amino)-[1,1'-biphenyl]-3-yl)-2-methoxypyridin-3-yl)methyl)amino)-3-hydroxybutyric acid ClC1=C(C=CC=C1C1=CC=C(C(=N1)OC)CNC[C@@H](CC(=O)O)O)C1=C(C(=CC=C1)NC=1C2=C(N=C(N1)C)C=CC=N2)C